7-(5-((S)-4-phenyl-3,4-dihydro-1H-benzo[4,5]imidazo[2,1-c][1,4]oxazin-7-yl)pyrimidin-2-yl)-7-azaspiro[3.5]nonan-1-ol C1(=CC=CC=C1)[C@@H]1N2C(COC1)=NC1=C2C=C(C=C1)C=1C=NC(=NC1)N1CCC2(CCC2O)CC1